[4-benzyloxy-1-[2-[(Z)-3,4-dibromobut-2-enoxy]-4-fluoro-phenyl]pyrazolo[3,4-d]pyrimidin-6-yl]methanol C(C1=CC=CC=C1)OC1=C2C(=NC(=N1)CO)N(N=C2)C2=C(C=C(C=C2)F)OC\C=C(\CBr)/Br